FC(N1N=CC(=C1)CN1C=2N(C3=CC=C(C=C3C1=O)S(=O)(=O)NC1(CC1)C)[C@@H](CN2)C)F (R)-4-((1-(difluoromethyl)-1H-pyrazol-4-yl)methyl)-1-methyl-N-(1-methylcyclopropyl)-5-oxo-1,2,4,5-tetrahydroimidazo[1,2-a]quinazoline-7-sulfonamide